N-((6-(1H-1,2,3-triazol-1-yl)pyridazin-3-yl)methyl)-1-(2,6-dimethylpyridin-3-yl)-1H-1,2,3-triazole-4-carboxamide N1(N=NC=C1)C1=CC=C(N=N1)CNC(=O)C=1N=NN(C1)C=1C(=NC(=CC1)C)C